ClC1=NC(=CC=C1C(=O)NS(=O)(=O)C=1C=C(OCCC[C@H]2CC(N(C2)C(=O)OC(C)(C)C)(C)C)C=CC1)N1N=C(C=C1)OCCC1(CC1)C(F)(F)F tert-butyl (4S)-4-[3-[3-[[2-chloro-6-[3-[2-[1-(trifluoromethyl)cyclopropyl]ethoxy]pyrazol-1-yl]pyridine-3-carbonyl]sulfamoyl]phenoxy]propyl]-2,2-dimethyl-pyrrolidine-1-carboxylate